2,12,13-trimethylpyrido[3,2-a]pyrido[1',2':1,2]imidazo[4,5-c]phenazine CC=1C=CC=2N(C=3C(=C4C(=C5N=C6C=C(C(=CC6=NC35)C)C)C=CC=N4)N2)C1